N-[4-(2-Fluorophenoxy)-2-{(3S)-3-[(methylamino)methyl]piperidin-1-yl}-3-(trifluoromethyl)phenyl]-2-(pyridazin-4-yl)-1,3-thiazol-4-carboxamide FC1=C(OC2=C(C(=C(C=C2)NC(=O)C=2N=C(SC2)C2=CN=NC=C2)N2C[C@@H](CCC2)CNC)C(F)(F)F)C=CC=C1